CN1CCN(CC1)S(=O)(=O)O[C@H]1[C@@H](N(C1=O)C=1C=C2C=3C=CC=CC3C=CC2=C2C=CC=CC12)C1=NC=C(C=C1)F |r| (±)-Trans-N-(chrysen-6-yl)-2-(5-fluoropyridin-2-yl)-4-oxoazetidin-3-yl 4-methylpiperazine-1-sulfonate